C1(=CC=CC2=CC=CC=C12)C[C@H](C1=CC=CC=C1)\N=C(\C1=CC=C(C=C1)C(F)(F)F)/C#N (R,Z)-N-(2-(naphthalen-1-yl)-1-phenylethyl)-4-(trifluoromethyl)benzimidoyl cyanide